1,4-di(pyridin-4-yl)butane N1=CC=C(C=C1)CCCCC1=CC=NC=C1